7-(4-(methylamino)pyridin-2-yl)pyrrolo[1,2-b]pyridazine-3-carbonitrile CNC1=CC(=NC=C1)C1=CC=C2N1N=CC(=C2)C#N